CNC1=C(OCCSCC2=CNC(O2)=S)C=CC=C1 5-[(2-Methylaminophenoxyethylthio)methyl]oxazol-2(3H)-thione